3,8-dimethyl-7-chlorotetrahydroquinoline CC1CNC2=C(C(=CC=C2C1)Cl)C